4-(4-methyl-pent-3-enyl)-cyclohex-3-en-1-carbaldehyde CC(=CCCC1=CCC(CC1)C=O)C